C(C)C=1C(=CC=C2C=C(C=C(C12)C1=C(C=2N=C(N=C(C2C=N1)N1C[C@](CCC1)(C)O)OCC1(CC1)C#N)F)O)F (R)-1-(((7-(8-ethyl-7-fluoro-3-hydroxynaphthalen-1-yl)-8-fluoro-4-(3-hydroxy-3-methylpiperidin-1-yl)pyrido[4,3-d]pyrimidin-2-yl)oxy)methyl)cyclopropanecarbonitrile